2-tosylcyclopentane-1-carboxylic acid S(=O)(=O)(C1=CC=C(C)C=C1)C1C(CCC1)C(=O)O